(Sa)-6-(4-Fluoro-1-((3'-methoxy-[1,1'-biphenyl]-4-yl)methyl)-1H-indol-7-carboxamido)-spiro[3.3]heptan FC1=C2C=CN(C2=C(C=C1)C(=O)NC1CC2(CCC2)C1)CC1=CC=C(C=C1)C1=CC(=CC=C1)OC